CCC1=C(C=CC(=C1)CC2=CC(=C(C=C2)N)CC)N 4,4-methylenebis(2-ethylaniline)